OC1=CC=C(C=C1)CCN1C2=C(N=C3C(NC(N=C13)=O)=O)C=CC=C2 10-[2-(4-hydroxyphenyl)ethyl]-2,4-dioxo-2,3,4,10-tetrahydrobenzo[g]Pteridine